C(C1=CC=CC=C1)OC[C@H]1N(CC[C@@H]1C(=O)N([C@@H](C(C)C)C(=O)O)C)C(=O)OC(C)(C)C N-((2S,3S)-2-((benzyloxy)methyl)-1-(tert-butoxycarbonyl)pyrrolidine-3-carbonyl)-N-methyl-L-valine